C12OOCCC(CCCC1)C2 dioxabicyclo[4.4.1]undecane